1-Cyclopentyl-6-{[methyl(phenyl)amino]methyl}-1H-pyrazolo[3,4-d]pyrimidin-4(5H)-one C1(CCCC1)N1N=CC2=C1N=C(NC2=O)CN(C2=CC=CC=C2)C